C(C)(=O)OC1(C(OCC=2C(N3CC=4C(=NC=5C=C6C(=CC5C4C=CCNC(=O)OC(C)(C)C)OCO6)C3=CC21)=O)=O)CC 14-(3-((t-butoxycarbonyl) amino)-1-propen-1-yl)-7-ethyl-8,11-dioxo-7,8,11,13-tetrahydro-10H-[1,3]dioxolo[4,5-g]pyrano[3',4':6,7]indolizino[1,2-b]quinolin-7-yl acetate